O.[Cl-].[Na].P(=O)#C[N+](CCO)(C)C phosphorylcholine sodium chloride salt hydrate